2-((1-(3,6-dimethyl-4-oxo-2-(4-azaspiro[2.4]heptan-4-yl)-3,4-dihydroquinazolin-8-yl)ethyl)amino)benzoic acid CN1C(=NC2=C(C=C(C=C2C1=O)C)C(C)NC1=C(C(=O)O)C=CC=C1)N1C2(CC2)CCC1